(2R,4R)-(1-((5-methoxy-7-methyl-1H-indol-4-yl)methyl)-4-(3-(trifluoromethyl)-1H-1,2,4-triazol-1-yl)piperidin-2-yl)benzoic acid COC=1C(=C2C=CNC2=C(C1)C)CN1[C@H](C[C@@H](CC1)N1N=C(N=C1)C(F)(F)F)C1=C(C(=O)O)C=CC=C1